(S)-N-(5-(1-([1,2,4]triazolo[1,5-a]pyridine-6-carbonyl)piperidin-2-yl)-1H-pyrazol-3-yl)-4,6-difluoro-1H-indole-2-carboxamide N=1C=NN2C1C=CC(=C2)C(=O)N2[C@@H](CCCC2)C2=CC(=NN2)NC(=O)C=2NC1=CC(=CC(=C1C2)F)F